C(C)(C)(C)OC(=O)N1[C@@H](C[C@H](C1)NC(=O)C=1OC(=CN1)C1=CC(=CC=C1)C#N)CN1N=CC=N1.NC=1C=C(OC2=CC=C(C=C2)C(C(F)(F)F)(C(F)(F)F)C2=CC=C(C=C2)OC2=CC(=CC=C2)N)C=CC1 2,2-Bis[4-(3-aminophenoxy)phenyl]hexafluoropropane tert-Butyl-(2S,4R)-2-((2H-1,2,3-triazol-2-yl)methyl)-4-(5-(3-cyanophenyl)oxazole-2-carboxamido)pyrrolidine-1-carboxylate